C(#N)C[C@@H]1N(CCN(C1)C1=NC(=NC=2CN(CCCC21)C2=CC=CC1=C(C=CC=C21)C)OC[C@H]2N(CCC2)C)C(=O)OCC2=CC=CC=C2 benzyl (2S)-2-(cyanomethyl)-4-[8-(5-methyl-1-naphthyl)-2-[[(2S)-1-methylpyrrolidin-2-yl]methoxy]-5,6,7,9-tetrahydropyrimido[4,5-c]azepin-4-yl]piperazine-1-carboxylate